fluoreno-cycloheptane C1CCCCC2=C1C=1CC3=CC=CC=C3C1C=C2